3-(4-aminophenyl)-1-isobutyl-1H-pyrazolo[3,4-d]pyrimidin-4-ylamine NC1=CC=C(C=C1)C1=NN(C2=NC=NC(=C21)N)CC(C)C